(R)-N-((3-cyclopropyloxythiophen-2-yl)methyl)-2-(9-(pyridin-2-yl)-6-oxaspiro[4.5]decan-9-yl)ethylamine hydrochloride Cl.C1(CC1)OC1=C(SC=C1)CNCC[C@]1(CCOC2(CCCC2)C1)C1=NC=CC=C1